ethyl (E)-3-(piperidin-4-yl)acrylate hydrochloride Cl.N1CCC(CC1)/C=C/C(=O)OCC